C(C)C12N3CCC[C@@H]3C3CC(CCC3OCCCNC3CCNC(CC1)C3N2)F ethyl-(6R)-9-fluoro-13-oxa-2,17,21,25-tetraazapentacyclo[16.6.2.02,6.07,12.022,26]hexacosane